N-(4-((3-(6,6-Difluoro-3-azabicyclo[3.1.1]heptan-3-yl)-5-methylphenyl)amino)-5-(6-azaspiro[2.5]octan-6-yl)quinazolin-7-yl)-2-hydroxyethane-1-sulfonamide FC1(C2CN(CC1C2)C=2C=C(C=C(C2)C)NC2=NC=NC1=CC(=CC(=C21)N2CCC1(CC1)CC2)NS(=O)(=O)CCO)F